C1(=CC=CC=C1)C(C)NC1=NC=C(C=N1)C1=CC2=C(NC(N2)=O)C=C1 5-(2-((1-phenylethyl)amino)pyrimidin-5-yl)-1,3-dihydro-2H-benzo[d]imidazol-2-one